ClC1=NC=CC(=N1)C1=C(C2=C(N(C(=N2)C)C2CC2)C=C1)F (2-chloropyrimidin-4-yl)-1-cyclopropyl-4-fluoro-2-methyl-1H-benzo[d]imidazole